CC1=C(NC=C1C1(CC1)C=1C=NC(=CC1)C(F)(F)F)C(=O)NC(C)C1=NNC(=C1)C 3-methyl-N-[1-(5-methyl-1H-pyrazol-3-yl)ethyl]-4-{1-[6-(trifluoromethyl)pyridin-3-yl]Cyclopropyl}-1H-pyrrole-2-carboxamide